O=C1N(C=2C(=NC=CN2)N1)C(C)C1=CC=CC=C1 2-oxo-3-(1-phenylethyl)-2,3-dihydro-1H-imidazo[4,5-b]pyrazin